tert-butyl 4-((4-(5-(m-tolyloxy)pentyl)phenyl)carbamoyl)piperazine-1-carboxylate C1(=CC(=CC=C1)OCCCCCC1=CC=C(C=C1)NC(=O)N1CCN(CC1)C(=O)OC(C)(C)C)C